S(N)(=O)(=O)C1=NC=CC(=C1)C1=C(C(=C(C(=N1)N1CC(CCC1)CC1=CC=C(C=C1)C(F)(F)F)C(=O)N)C1=CC(=NC=C1)S(N)(=O)=O)C(F)(F)F di(2-sulfamoyl-4-pyridyl)-5-(trifluoromethyl)-2-[3-[[4-(trifluoromethyl)phenyl]methyl]-1-piperidinyl]pyridine-3-carboxamide